COC(C1=CC=C(C=C1)CC1C(NCC1)=O)=O 4-((2-oxopyrrolidin-3-yl)methyl)benzoic acid methyl ester